3-hydroxy-2-(hydroxy-methyl)-2-methylpropanoic acid OCC(C(=O)O)(C)CO